1-(2-amino-5-chlorophenyl)ethane NC1=C(C=C(C=C1)Cl)CC